1-(3-fluoropyridin-4-yl)piperazine FC=1C=NC=CC1N1CCNCC1